The molecule is an amino disaccharide consisting of alpha-D-mannopyranose and 2-acetamido-2-deoxy-D-glucopyranose residues joined in sequence by a (1->6) glycosidic bond. It is a member of acetamides, an amino disaccharide and a glycosylglucose derivative. It derives from an alpha-D-mannose and a N-acetyl-D-glucosamine. CC(=O)N[C@@H]1[C@H]([C@@H]([C@H](OC1O)CO[C@@H]2[C@H]([C@H]([C@@H]([C@H](O2)CO)O)O)O)O)O